ClC1=C(C=CC=C1C1=C(C(=NC=C1)C=1C=C(C=2N(C1)N=C(N2)CNC(C)C)OC)Cl)C2=CC=C(C(=N2)OC)CNC(C)C N-((6-(2-Chloro-3-(3-chloro-2-(2-((isopropylamino)methyl)-8-methoxy-[1,2,4]triazolo[1,5-a]pyridin-6-yl)pyridin-4-yl)phenyl)-2-methoxypyridin-3-yl)methyl)propan-2-amine